2-(4-((3,4-dihydro-2H-benzo[b][1,4]dioxepin-6-yl)methyl)-2-(2-isopropylphenyl)piperazin-1-yl)-7-azaspiro[3.5]nonane O1C2=C(OCCC1)C(=CC=C2)CN2CC(N(CC2)C2CC1(C2)CCNCC1)C1=C(C=CC=C1)C(C)C